1-(5-{[(5-chlorothiophen-2-yl)methyl]amino}-3-[1-(1H-imidazol-4-ylmethyl)piperidin-4-yl]-1H-pyrazol-1-yl)-2,2-dimethylpropan-1-one ClC1=CC=C(S1)CNC1=CC(=NN1C(C(C)(C)C)=O)C1CCN(CC1)CC=1N=CNC1